3-(4-amino-6-methoxypyrido[3,4-d]pyrimidin-8-yl)-2,4-dimethylphenol NC=1C2=C(N=CN1)C(=NC(=C2)OC)C=2C(=C(C=CC2C)O)C